ClC=1C=C2C(=CC(=NC2=CC1)C(F)(F)F)N[C@@H]1C[C@@H](CCC1)NC(=O)C=1C(=NN(C1)CC(C)(C)F)C(F)F N-[(1R,3S)-3-{[6-chloro-2-(trifluoromethyl)quinolin-4-yl]amino}cyclohexyl]-3-(difluoromethyl)-1-(2-fluoro-2-methylpropyl)-1H-pyrazole-4-carboxamide